ethyl maleate potassium salt [K+].C(\C=C/C(=O)[O-])(=O)OCC